(R)-3-chloro-4-methoxy-7-(1-methylpiperidin-3-yl)-7H-imidazo[4,5-c]pyridazine ClC1=C(C2=C(N=N1)N(C=N2)[C@H]2CN(CCC2)C)OC